ClC1=CC2=C(C=C(O2)C2=NC=CC(=N2)C=2NC=CC2)C=C1 2-(6-chlorobenzofuran-2-yl)-4-(1H-pyrrol-2-yl)pyrimidine